CC(C=O)(CC=1C=NC(=CC1)C(F)(F)F)C 2,2-dimethyl-3-[6-(trifluoromethyl)-3-pyridyl]propanal